N-[(1R)-1-cyclopropyl-2,2,2-trifluoroethyl]-6-fluoro-1-(4-fluoro-2,6-dimethylphenyl)-7-[(4S)-4-hydroxy-2-oxopyrrolidin-1-yl]-4-oxo-1,4-dihydro-1,8-naphthyridine-3-carboxamide C1(CC1)[C@H](C(F)(F)F)NC(=O)C1=CN(C2=NC(=C(C=C2C1=O)F)N1C(C[C@@H](C1)O)=O)C1=C(C=C(C=C1C)F)C